C(C)[C@@H]1N(C[C@H](N(C1)CC1=CC(=C(C(=C1)F)F)F)CC)C1=CC(N(C=2C=CC(=NC12)C#N)C)=O 8-((2s,5r)-2,5-diethyl-4-(3,4,5-trifluorobenzyl)piperazin-1-yl)-5-methyl-6-oxo-5,6-dihydro-1,5-naphthyridine-2-carbonitrile